(10z,13z)-nonadeca-10,13-dienoic acid C(CCCCCCCC\C=C/C\C=C/CCCCC)(=O)O